ClC=1C=C(C=CC1F)N(C(=O)[C@H]1N(C[C@H]([C@H]1O)O)C1=NC(=CC(=C1C#N)C(F)(F)F)C)CC (2S,3S,4R)-N-(3-Chloro-4-fluorophenyl)-1-(3-cyano-6-methyl-4-(trifluoromethyl)pyridin-2-yl)-N-ethyl-3,4-dihydroxypyrrolidine-2-carboxamide